FC1=C(C=C2C(=CC(=NC2=C1)C=1C(=NNC1C(F)(F)F)C)C(C)C)C(=O)O 7-fluoro-4-isopropyl-2-(3-methyl-5-(trifluoromethyl)-1H-pyrazol-4-yl)quinoline-6-carboxylic acid